(R)-3-methyl-4-(7-(1-methyl-1H-pyrazol-5-yl)-3-(pyridin-3-yl)pyrazolo[1,5-a]pyrimidin-5-yl)morpholin C[C@H]1N(CCOC1)C1=NC=2N(C(=C1)C1=CC=NN1C)N=CC2C=2C=NC=CC2